C(C)(C)N1C(N(C=2N=NC=3C=CC(=CC3C21)C=2C=NC(=CC2)COCCN2CCC(CC2)OC(F)(F)F)C)=O 1-isopropyl-3-methyl-8-(6-((2-(4-(trifluoromethoxy)piperidin-1-yl)ethoxy)methyl)pyridin-3-yl)-1H-imidazo[4,5-c]cinnolin-2(3H)-one